(R)-5-bromo-3-(1-(2-(5-((3-ethyl-1-methyl-1H-pyrazol-5-yl)methyl)-2-methyl-2H-1,2,3-triazol-4-yl)-5-fluorophenyl)ethoxy)-2-nitropyridine BrC=1C=C(C(=NC1)[N+](=O)[O-])O[C@H](C)C1=C(C=CC(=C1)F)C1=NN(N=C1CC1=CC(=NN1C)CC)C